tert-butyl 4,4-difluoro-3-(6-methoxypyridin-3-yl)piperidine-1-carboxylate FC1(C(CN(CC1)C(=O)OC(C)(C)C)C=1C=NC(=CC1)OC)F